3-(3-chloro-5-(3-methylbenzoyl-oxy)benzylideneamino)benzoic acid ClC=1C=C(C=NC=2C=C(C(=O)O)C=CC2)C=C(C1)OC(C1=CC(=CC=C1)C)=O